C(C)(C)(C)OC(=O)N1[C@@H](CC(C1)=O)C(=O)N1CSCC1 (2S)-4-oxo-2-(3-thiazolidinyl-carbonyl)-1-pyrrolidinecarboxylic acid tert-butyl ester